Cl.N1NN(CCCCCCCCCC1)C#N triazacyclotridecane-3-carbonitrile, hydrochloride